C1(CCCCC1)NC=1N=C(N=NC1C(=O)N)NC=1C=C2CCNCC2=CC1OC Cyclohexylamino-3-((7-methoxy-1,2,3,4-tetrahydroisoquinolin-6-yl)amino)-1,2,4-triazine-6-carboxamide